(2S,3S,4S,5R,6S)-3,4,5-trihydroxy-6-[2-methoxy-5-[(2R,3R)-3,5,7-trihydroxy-3,4-dihydro-2H-chromen-2-yl]phenoxy]oxane-2-carboxylic acid O[C@@H]1[C@H](O[C@H]([C@@H]([C@H]1O)O)OC1=C(C=CC(=C1)[C@H]1OC2=CC(=CC(=C2C[C@H]1O)O)O)OC)C(=O)O